5-(4-chloro-2-fluorophenyl)-7-((2S)-2-(1-((S)-1-fluoroethyl)-1H-pyrazol-4-yl)-4-morpholinyl)-2,3-dimethylpyrido[4,3-d]pyrimidin-4(3H)-one ClC1=CC(=C(C=C1)C1=NC(=CC=2N=C(N(C(C21)=O)C)C)N2C[C@@H](OCC2)C=2C=NN(C2)[C@H](C)F)F